COC1=C(C=C(C=C1)C)C(=O)C1=CC(=CC=C1)[N+](=O)[O-] (2-Methoxy-5-methylphenyl)(3-nitrophenyl)methanone